N[C@@H]1CC[C@H](N(C1)C(=O)N1CC2(CCCC2)[C@@H](CC1)CN1C=NC(=CC1=O)C1=CC=CC=C1)C1=CC=CC=C1 3-(((R)-7-((2S,5R)-5-amino-2-phenylpiperidine-1-carbonyl)-7-azaspiro[4.5]dec-10-yl)methyl)-6-phenylpyrimidin-4(3H)-one